C(C)(C)(C)OC(=O)N1CC=2N(CC1)N=C(N2)CO 2-(hydroxymethyl)-5,6-dihydro-[1,2,4]triazolo[1,5-a]pyrazine-7(8H)-carboxylic acid tert-butyl ester